NC1=NC=C(C2=C1C(=NN2C(C)C)C2=CC(=C(C=C2F)NS(=O)(=O)C2=C(C=CC=C2)F)F)C2CCC(CC2)NCC(C)F N-(4-(4-amino-7-((1r,4r)-4-((2-fluoropropyl)amino)cyclohexyl)-1-isopropyl-1H-pyrazolo[4,3-c]pyridin-3-yl)-2,5-difluorophenyl)-2-fluorobenzenesulfonamide